6-(cyclobutyloxy)-1-methyl-4-[4-methyl-4-(5-methyl-1,3-benzoxazol-2-yl)piperidin-1-yl]-2-oxo-1,2-dihydroquinoline-3-carbonitrile C1(CCC1)OC=1C=C2C(=C(C(N(C2=CC1)C)=O)C#N)N1CCC(CC1)(C=1OC2=C(N1)C=C(C=C2)C)C